5-chloro-6-(1-(2,6-difluorophenyl)-5-methyl-1H-1,2,3-triazol-4-yl)pyridin-2-ol ClC=1C=CC(=NC1C=1N=NN(C1C)C1=C(C=CC=C1F)F)O